(S)-8-(1-((4-chloro-2-(7-fluoro-1-hydroxy-1,3-dihydrobenzo[c][1,2]oxaborol-5-yl)phenyl)amino)ethyl)-2-isopropyl-3,6-dimethyl-4H-chromen-4-one ClC1=CC(=C(C=C1)N[C@@H](C)C=1C=C(C=C2C(C(=C(OC12)C(C)C)C)=O)C)C1=CC2=C(B(OC2)O)C(=C1)F